2-(2-amino-6-((4-(trifluoromethoxy)phenyl)amino)-9H-purin-9-yl)-N-(1-ethyl-3-methyl-1H-pyrazol-5-yl)acetamide NC1=NC(=C2N=CN(C2=N1)CC(=O)NC1=CC(=NN1CC)C)NC1=CC=C(C=C1)OC(F)(F)F